ethyl (1S,2R,5R)-3-((6-(4-fluorophenoxy) pyridin-3-yl) sulfonyl)-2-(((tetrahydro-2H-pyran-2-yl) oxy) carbamoyl)-3,8-diazabicyclo[3.2.1]octane-8-carboxylate FC1=CC=C(OC2=CC=C(C=N2)S(=O)(=O)N2[C@H]([C@@H]3CC[C@H](C2)N3C(=O)OCC)C(NOC3OCCCC3)=O)C=C1